(2-fluoro-4-((2-(4-isopropylpiperidin-1-yl)pyrimidin-5-yl)amino)benzyl)carbamic acid tert-butyl ester C(C)(C)(C)OC(NCC1=C(C=C(C=C1)NC=1C=NC(=NC1)N1CCC(CC1)C(C)C)F)=O